5-chloro-N-(4-chloro-2-fluorophenyl)-2-hydroxybenzamide ClC=1C=CC(=C(C(=O)NC2=C(C=C(C=C2)Cl)F)C1)O